(6Ar,10aR)-6,6,9-trimethyl-3-(1,7,7-trimethyl-2-bicyclo[2.2.1]heptanyl)-6a,7,10,10a-tetrahydrobenzo[c]chromen-1-ol CC1(OC=2C=C(C=C(C2[C@H]2[C@H]1CC=C(C2)C)O)C2C1(CCC(C2)C1(C)C)C)C